NC1=NC=C(C2=C1C(=C(N2C)C2=C(C=C(C=C2)NC(C(=C)C)=O)Cl)C2=CC(=C(C=C2)OC2=NC=CC(=N2)C)Cl)C#N N-(4-(4-amino-3-(3-chloro-4-((4-methylpyrimidin-2-yl)oxy)phenyl)-7-cyano-1-methyl-1H-pyrrolo[3,2-c]pyridin-2-yl)-3-chlorophenyl)methacrylamide